(S)-3-(4-(((R)-4-(5-Chloro-6-((tetrahydro-2H-pyran-4-yl)oxy)pyridin-3-yl)-7-fluoro-2,3-dihydro-1H-inden-1-yl)oxy)phenyl)hex-4-ynoic Acid ClC=1C=C(C=NC1OC1CCOCC1)C1=C2CC[C@H](C2=C(C=C1)F)OC1=CC=C(C=C1)[C@H](CC(=O)O)C#CC